C(=O)NC(NC=O)=O diformylurea